3-methoxy-2-stannylpyridine COC=1C(=NC=CC1)[SnH3]